tris-hydroxymethyl-methylaminopropanesulfonic acid OCC(CC(S(=O)(=O)O)NC)(CO)CO